11-(2-(2,6-dioxopiperidin-3-yl)-1-oxoisoindolin-4-yl)undecanoic acid O=C1NC(CCC1N1C(C2=CC=CC(=C2C1)CCCCCCCCCCC(=O)O)=O)=O